C[C@H]1CN(C[C@H]1NC)C(=O)OC(C)(C)C tert-butyl (3S,4S)-3-methyl-4-(methylamino)pyrrolidine-1-carboxylate